ClC=1C(=CC(=C(C1)C1=C(C=C2C=NC(N3C2=C1SCC3COC)=O)C(F)(F)F)F)F 10-(5-chloro-2,4-difluorophenyl)-3-(methoxymethyl)-9-(trifluoromethyl)-2,3-dihydro-5H-[1,4]thiazino[2,3,4-ij]quinazolin-5-one